ClC1=C(C=CC(=C1)NC=1C=2N(C=CN1)C(=CN2)C2=CC=C(C=C2)OC(F)F)C(=O)N2CCN(CC2)CCN(C)C [2-chloro-4-[[3-[4-(difluoromethoxy)phenyl]imidazo[1,2-a]pyrazin-8-yl]amino]phenyl]-[4-[2-(dimethylamino)ethyl]piperazin-1-yl]methanone